FC(CCCS(=O)CCCCCCCCC)(C(F)(F)F)F 1-((4,4,5,5,5-pentafluoropentyl)sulfinyl)nonane